FC(C1=CC=C(C=C1)C1=CC(=NC=N1)OC1=CC=CC2=C1N=C(S2)NC(C)=O)(F)F N-(4-[6-(4-trifluoromethyl-phenyl)-pyrimidin-4-yloxy]-benzothiazol-2-yl)-acetamide